BrC=1C2=C(C=NC1)NC(N2C2=CC(=C(C(=C2)OC)OC)OC)=O 7-bromo-1-(3,4,5-trimethoxyphenyl)-1,3-dihydro-2H-imidazo[4,5-c]pyridin-2-one